COC=1C=C2C=CC(=CC2=CC1)C(C)=O 1-(6-methoxynaphthalene-2-yl)ethan-1-one